COC(=O)N[C@H](C(=O)N1[C@@H]([C@@H]2[C@H](C1)CCC2)C(=O)OCC)C(C)(C)C ethyl (1S,3aR,6aS)-2-((S)-2-((methoxycarbonyl)amino)-3,3-dimethylbutanoyl)octahydrocyclopenta[c]pyrrole-1-carboxylate